C1NCC12CC(C2)OC=2C=C(C(=O)N[C@H](C)C=1C=NC(=NC1)C(F)(F)F)C=C(C2)C=2SC(=CN2)C 3-(2-azaspiro[3.3]hept-6-yloxy)-5-(5-methyl-1,3-thiazol-2-yl)-N-{(1R)-1-[2-(trifluoromethyl)pyrimidin-5-yl]ethyl}benzamide